[(2S,3S,4R,5R)-5-[6-(benzylamino)purin-9-yl]-3,4-dihydroxy-tetrahydrofuran-2-yl]-methylsulfonylmethyl-phosphonic acid C(C1=CC=CC=C1)NC1=C2N=CN(C2=NC=N1)[C@H]1[C@@H]([C@@H]([C@H](O1)C(S(=O)(=O)C)P(O)(O)=O)O)O